2,2,2-trifluoroethyl 2,6-dihydroxy-3'-methyl-4-pentyl-[1,1'-biphenyl]-3-sulfonate OC1=C(C(=CC(=C1S(=O)(=O)OCC(F)(F)F)CCCCC)O)C1=CC(=CC=C1)C